C1(CC1)C(=O)NC1=NN2C(C=C(C=C2)C2=C(C=NN2C)OC[C@H]2N(CC2)C(=O)OC(C)(C)C)=C1 tert-butyl (S)-2-(((5-(2-(cyclopropanecarboxamido)pyrazolo[1,5-a]pyridin-5-yl)-1-methyl-1H-pyrazol-4-yl)oxy)methyl)azetidine-1-carboxylate